ClC1=C(C=CC=C1)N1C(=NN=C1C1=NC=NC=C1)C1CC(C1)NC(=O)C1=CC=NC2=CC=CC=C12 N-((1S,3r)-3-(4-(2-chlorophenyl)-5-(pyrimidin-4-yl)-4H-1,2,4-triazol-3-yl)cyclobutyl)quinoline-4-carboxamide